[N+](=O)([O-])C1=CC=C(OC(=O)C2=CC=C(C=C2)OC(C2=C(C=C(C=C2)OC)OC)=O)C=C1 4-[(4-nitrophenoxy) carbonyl]phenyl-2,4-dimethoxybenzoate